C(C)O[Si](OCC)(OCC)CCCSSCCC[Si](OCC)(OCC)OCC Bis(triethoxysilylpropyl)disulfane